2-nitro-5-vinyl-1,3,4-thiadiazole [N+](=O)([O-])C=1SC(=NN1)C=C